N-({5-chloro-6-[(3-methyl-5-isoxazolyl)methoxy]-2-indolyl}methyl)-(2S,4R)-4-fluoro-2-pyrrolidinecarboxamide ClC=1C=C2C=C(NC2=CC1OCC1=CC(=NO1)C)CNC(=O)[C@H]1NC[C@@H](C1)F